(RS)-6-chloro-N-(4-(morpholin-2-yl)phenyl)nicotinamide ClC1=NC=C(C(=O)NC2=CC=C(C=C2)[C@@H]2CNCCO2)C=C1 |r|